CC(CCC#C)NC(OC(C)(C)C)=O tert-butyl N-(methylpent-4-ynyl)carbamate